2-chloro-N-(5-chloro-6-(1-(oxetan-3-yl)-1H-tetrazol-5-yl)pyridin-3-yl)-8,8-dimethyl-7,8-dihydro-6H-cyclopenta[e]pyrazolo[1,5-a]pyrimidine-6-carboxamide ClC1=NN2C(N=CC3=C2C(CC3C(=O)NC=3C=NC(=C(C3)Cl)C3=NN=NN3C3COC3)(C)C)=C1